3-chloro-N-[(1R)-1-(3,5-difluorophenyl)ethyl]-6-[6-(dimethylphosphoryl)pyridin-3-yl]-7-fluoro-2-methyl-1,5-naphthyridin-4-amine ClC=1C(=NC2=CC(=C(N=C2C1N[C@H](C)C1=CC(=CC(=C1)F)F)C=1C=NC(=CC1)P(=O)(C)C)F)C